N-[1-(pyrimidin-2-yl)-5-(trifluoromethyl)-1H-pyrazol-4-yl]carbamic acid tert-butyl ester C(C)(C)(C)OC(NC=1C=NN(C1C(F)(F)F)C1=NC=CC=N1)=O